COC(NC1=CC=C2C=3N=NC=C(C(CCCCCC(NC2=C1)=O)NC(\C=C\C1=C(C=CC(=C1)Cl)N1N=NN=C1)=O)C3)=O {15-[(E)-3-(5-Chloro-2-tetrazol-1-yl-phenyl)-acryloylamino]-9-oxo-8,18,19-triaza-tricyclo[14.3.1.02,7]icosa-1(20),2,4,6,16,18-hexaen-5-yl}-carbamic Acid methyl ester